2-(1-(3-bromophenyl)-3,3-difluorocyclobutane-1-carbonyl)-N-methylhydrazine-1-thiocarboxamide BrC=1C=C(C=CC1)C1(CC(C1)(F)F)C(=O)NNC(NC)=S